NC=1SC2=C(C1C(=O)NC1=CC=C(C=C1)Cl)CCCC2 2-amino-N-(4-chlorophenyl)-4,5,6,7-tetrahydrobenzothiophene-3-carboxamide